ClC1=CC2=C(NC(=N2)OCC(=O)N(C(C)C)C(C)C)C=C1Cl 2-[(5,6-dichloro-1H-1,3-benzodiazol-2-yl)oxy]-N,N-bis(propan-2-yl)acetamide